C[N+]1(C[C@@H](C[C@H]1C(=O)[O-])O)C The molecule is an amino-acid betaine that is trans-4-hydroxy-L-proline zwitterion in which both of the hydrogens attached to the nitrogen have been replaced by methyl groups. It has a role as a plant metabolite. It is an amino-acid betaine, a secondary alcohol and a pyrrolidine alkaloid. It derives from a trans-4-hydroxy-L-proline zwitterion.